C(C1=C(C(=C(C=C1)C(C)(C)C)O)C)C1=C(C(=C(C=C1)C(C)(C)C)O)C methylene-bis(6-t-butyl-o-cresol)